NC1(CC=C(C=C1)N=NC1=CC=CC=C1)N 4,4-bisaminoazobenzene